(cyanomethyl)cyclopropane-1-carbonitrile C(#N)CC1(CC1)C#N